ClC1=CC2=C(N=C(N=C2N[C@H](C)C2=CC(=CC(=C2)C(F)(F)F)[N+](=O)[O-])N(C)C)C=N1 (R)-6-chloro-N2,N2-dimethyl-N4-(1-(3-nitro-5-(trifluoromethyl)phenyl)ethyl)pyrido[3,4-d]pyrimidine-2,4-diamine